C(C1=CC=CC=C1)N1C(C2=C(C=3C=CC=NC13)CCN(C2)CC2=CN=CN2C)=O 6-benzyl-3-((1-methyl-1H-imidazol-5-yl)methyl)-2,3,4,6-tetrahydropyrido[3,4-c][1,8]naphthyridin-5(1H)-one